FC(C(=C(F)F)F)(F)F hexa-fluoro-propylene